3-(4-chloro-3-methylphenylethyl)-5-((7-methyl-6-oxo-6H-purin-1(7H)-yl)methyl)-1,3,4-oxadiazol-2(3H)-one ClC1=C(C=C(C=C1)CCN1C(OC(=N1)CN1C=NC=2N=CN(C2C1=O)C)=O)C